ClC=1C=C(C=CC1OC(\C=C\C1=CC=NC=C1)=O)C1NC(NC(=C1C(=O)OCC)C)=O (E)-ethyl 4-(3-chloro-4-(3-(pyridin-4-yl)acryloyloxy)phenyl)-6-methyl-2-oxo-1,2,3,4-tetrahydropyrimidine-5-carboxylate